4-N-ethylcarbonyl-1,4-oxazepane C(C)C(=O)N1CCOCCC1